C12(CCC(CC1)C2)N=C(NC(N)=NC21CCC(CC2)C1)N bisnorbornyl-biguanide